BrC1=CC2=C(OCC=CC2C2CC2)C(=C1)NC(OC(C)(C)C)=O tert-butyl (7-bromo-5-cyclopropyl-2,5-dihydrobenzo[b]oxepin-9-yl)carbamate